C(C1=CC=CC=C1)N1C(NC2(C1=O)CNC(C2)C(=O)O)=O 3-benzyl-2,4-dioxo-1,3,7-triazaspiro[4.4]nonane-8-carboxylic acid